2,9-dimethyl-7,8-dihydro-[1,3]dioxolo[4,5-g]isoquinolin-5(6H)-one CC1OC=2C(=C(C=3CCNC(C3C2)=O)C)O1